2-(1H-imidazol-1-yl)-N-(5-methoxypyridin-2-yl)-5H-pyrrolo[3,2-d]pyrimidine-4-carboxamide N1(C=NC=C1)C=1N=C(C2=C(N1)C=CN2)C(=O)NC2=NC=C(C=C2)OC